[Pt].ClNCCCO chlorohydroxypropylamine platinum